CC1=CC=C(C=C1)S(=O)(=O)O\N=C/1\C=2C=CC=NC2CCC1 (E)-7,8-dihydroquinolin-5(6H)-one O-p-toluenesulfonyl oxime